FC(S(=O)(=O)N)(F)F.[K] potassium trifluoromethanesulfonamide